C(=O)(O)[C@@H](O)[C@H](O)C(=O)O.N[C@]1(CN(CCC1)C=1C=NC(=CC1CN1C2=NC=NC(=C2N=C1)N)C1=C(C=C(C(=C1)F)OC)F)[C@@H](C(F)F)O (S)-1-((R)-3-amino-1-(4-((6-amino-9H-purin-9-yl)methyl)-6-(2,5-difluoro-4-methoxyphenyl)pyridin-3-yl)-piperidin-3-yl)-2,2-difluoroethan-1-ol D-tartrate salt